tert-butyl N-[2-(1-oxo-1,2,5,6,7,8-hexahydro-2,7-naphthyridin-2-yl)ethyl]carbamate O=C1N(C=CC=2CCNCC12)CCNC(OC(C)(C)C)=O